NC1=NC2=CC=C(C=C2C=N1)C=1C(=C(C=CC1F)C=1SC=CC1S(=O)(=O)N)F (3-(2-aminoquinazolin-6-yl)-2,4-difluorophenyl)thiophene-3-sulfonamide